C(=O)(O)C(O)C(O)C(=O)O.NC([C@H](CCC(=O)OC(C)(C)C)N1C(C2=CC=CC(=C2C1)OCC1=CC=C(C=C1)CN1CCN(CC1)C1=C(C=C(C=C1)C#N)F)=O)=O tert-Butyl (S)-5-amino-4-(4-((4-((4-(4-cyano-2-fluorophenyl)piperazin-1-yl)methyl)benzyl)oxy)-1-oxoisoindolin-2-yl)-5-oxopentanoate tartrate